FC=1C=CC(=C(C1)CC(=O)O)NC(C1=CC(=C(C=C1)N1CCCCC1)NC(=O)C1=NN(C2=CC=CC=C12)CC#C)=O 2-(5-fluoro-2-(4-(piperidin-1-yl)-3-(1-(prop-2-yn-1-yl)-1H-indazole-3-carboxamido)benzamido)phenyl)acetic acid